4-(4-bromobutoxy)-phenylalanine BrCCCCOC1=CC=C(C[C@H](N)C(=O)O)C=C1